[C-]1(C=CC=C1)[C@@H](C)N(C)C.[CH-]1C=CC=C1.[Fe+2] (R)-1-ferrocenylethyldimethylamine